IC1=NN(C2=CC=CC(=C12)CO)C1OCCCC1 (3-iodo-1-tetrahydropyran-2-yl-indazol-4-yl)methanol